C1(CCCC1)N1N=C(C=C1C1=C(C=CC=C1OC)OC)C(=O)N[C@H](CC(=O)NC=1SC=CN1)CCC1=CC=CC=C1 (3S)-3-{[1-cyclopentyl-5-(2,6-dimethoxyphenyl)-1H-pyrazol-3-yl]formamido}-5-phenyl-N-(1,3-thiazol-2-yl)pentanamide